Cl.FC(C1=C(C=NN1)C(=O)O)(F)F 5-(trifluoro-methyl)-1H-pyrazole-4-carboxylic acid hydrochloride